tert-butyl (2R,6S)-4-[8-carbamoyl-2-(2-methoxyethoxy)quinazolin-5-yl]-2,6-dimethyl-piperazine-1-carboxylate C(N)(=O)C=1C=CC(=C2C=NC(=NC12)OCCOC)N1C[C@H](N([C@H](C1)C)C(=O)OC(C)(C)C)C